CN1CC(C1)C(=O)N methylazetidine-3-carboxamide